O=C1NC(CCC1NC1=CC(=C(C=C1)N1CCC(CC1)CN1CCN(CC1)C1=CC=C(C=C1)N1C=NC2=CC=CC=C2C1=O)F)=O 3-(4-{4-[(1-{4-[(2,6-dioxopiperidin-3-yl)amino]-2-fluorophenyl}piperidin-4-yl)methyl]piperazin-1-yl}phenyl)-4-oxo-3,4-dihydroquinazolin